S=C1NC=CC=N1 thioxodihydropyrimidine